C(C)(C)(C)N(C(O)=O)[C@@H]1C[C@H](CC1)NC=1OC2=NC=CC=C2N1.N1=C(OC2=NC=CC=C21)N[C@@H]2C[C@H](CC2)N (1S,3S)-N1-(Oxazolo[5,4-b]pyridin-2-yl)cyclopentane-1,3-diamine tert-Butyl-((1S,3S)-3-(oxazolo[5,4-b]pyridin-2-ylamino)cyclopentyl)carbamate